8-Methylquinolin-4(1H)-one CC=1C=CC=C2C(C=CNC12)=O